C(CCCC)SC=1N=NN(N1)CC1=CC=C(C=C1)C=C 5-pentylthio-2-(4-vinylbenzyl)-2H-tetrazole